FC1=C2C=C(N=NC2=CC(=C1)C=1C=CC=2N(C1)N=C(N2)C)C2CCNCC2 5-Fluoro-7-(2-methyl-[1,2,4]triazolo[1,5-a]pyridin-6-yl)-3-(piperidin-4-yl)cinnoline